1-tert-Butyl 3-Ethyl 4-[4-(Benzyloxy)phenyl]-1H-pyrrole-1,3(2H,5H)-dicarboxylate C(C1=CC=CC=C1)OC1=CC=C(C=C1)C1=C(CN(C1)C(=O)OC(C)(C)C)C(=O)OCC